C(C)(C)(C)OC(NC1COC2=C(NC1=O)C(=CC(=C2)F)F)=O 6,8-difluoro-4-oxo-2,3,4,5-tetrahydrobenzo[b][1,4]azoxepin-3-yl-carbamic acid tert-butyl ester